C1=CC=CC=2C1=C1C=CC3=C4C(=CC5=CC=C(C2)C1=C53)C=CC=C4 dibenzo[a,i]pyrene